C(C1=CC=CC=C1)(=O)O[C@@H]1C23[C@@H](N(C1=O)C1=CC=C(C=C1)OC)OC([C@]21[C@H](C[C@@]3(O)C(C)(C)C)OC(C1)=O)=O (3aS,5aS,8R,9R,10aS)-9-(tert-butyl)-9-hydroxy-6-(4-methoxyphenyl)-2,4,7-trioxodecahydrofuro[3'',2'':2',3']cyclopenta[1',2':3,4]furo[2,3-b]pyrrol-8-yl benzoate